C(#N)C1(CC1)C=1C=C(C(=NC1)C#N)SCC 5-(1-cyanocyclopropyl)-3-ethylsulfanyl-pyridine-2-carbonitrile